CC1(OCCC(C1)(C(=O)N[C@@H](C)C1=CC=C(C(=O)O)C=C1)NCCOC1=CC=CC=C1)C 4-[(1S)-1-[[2,2-dimethyl-4-(2-phenoxyethylamino)tetrahydropyran-4-carbonyl]amino]ethyl]benzoic acid